2-(2,6-dioxo-3-piperidyl)-4-[3-(hydroxymethyl)azetidin-1-yl]isoindoline-1,3-dione O=C1NC(CCC1N1C(C2=CC=CC(=C2C1=O)N1CC(C1)CO)=O)=O